COC1=CC=C(C=C1)S(=O)(=O)N\N=C/C=1N=C(N(C1)COCC[Si](C)(C)C)C(=O)OCC (Z)-Ethyl 4-((2-((4-methoxyphenyl)sulfonyl)hydrazono)methyl)-1-((2-(trimethylsilyl) ethoxy)methyl)-1H-imidazole-2-carboxylate